C(#N)[C@H](CC1=CC=C(C=C1)C=1C=CC2=C(N(C(O2)=O)CC)C1)NC(=O)[C@H]1OCCCNC1 (2S)-N-{(1S)-1-cyano-2-[4-(3-ethyl-2-oxo-2,3-dihydro-1,3-benzoxazol-5-yl)phenyl]ethyl}-1,4-oxazepan-2-carboxamide